3-{[(3R,3'R)-3'-hydroxy-1,4-dihydro-1'H,2H-spiro[isoquinoline-3,4'-piperidin]-1'-yl]carbonyl}-6-methyl-2(1H)-pyridinone O[C@@H]1CN(CC[C@@]12NCC1=CC=CC=C1C2)C(=O)C=2C(NC(=CC2)C)=O